(1S)-1-[2-(difluoromethyl)pyrazol-3-yl]ethanamine FC(N1N=CC=C1[C@H](C)N)F